2-(3-fluoro-4-(3-(trifluoromethyl)phenoxy)phenyl)ethan-1-ol FC=1C=C(C=CC1OC1=CC(=CC=C1)C(F)(F)F)CCO